4-(trifluoro-methoxy)aniline tert-butylperoxy-2-ethylhexanoate C(C)(C)(C)OOC(C(=O)O)(CCCC)CC.FC(OC1=CC=C(N)C=C1)(F)F